CN1CC(C1)C=1C(=NC(=CC1N)C(F)(F)F)N (1-Methylazetidin-3-yl)-6-(trifluoromethyl)pyridine-2,4-diamine